(7S)-2-chloro-5,7-diethyl-8-methyl-7,8-dihydropteridin-6(5H)-one ClC1=NC=2N([C@H](C(N(C2C=N1)CC)=O)CC)C